C1(=CC=CC=C1)C1=CN=C2N1COC1=C2C=NC=C1 3-phenyl-5H-imidazo[1,2-c]pyrido[3,4-e][1,3]oxazine